COCCOCCN1CCCCC1 Methoxyethoxyethylpiperidine